2'-(difluoromethyl)-5'-methoxy-[3,4'-bipyridine]-4-carboxylic acid methyl ester COC(=O)C1=C(C=NC=C1)C1=CC(=NC=C1OC)C(F)F